N-(2-phenylethyl)-beta-aminopropionate C1(=CC=CC=C1)CCNCCC(=O)[O-]